C[C@@H]1[C@H](CC[C@@H](O1)O[C@@H]2C(=O)C(=C([C@@]3([C@]2(CC4=C(C5=C(C(=O)C=C(C5=O)OC)C(=C4C3=O)O)C)O)O)O)C(=O)C)O[C@H]6C[C@@]([C@@H]([C@@H](O6)C)OC(=O)C7=C(C=CC(=C7O)C)C)(C)O The molecule is a carbohydrate-containing antibiotic isolated from the culture broth of Streptomyces sp.MK277-AF1. It exhibits potent antibacterial activity against several Gram-positive bacterial strains and is also found to be cytotoxic against a number of tumour cell lines. It has a role as a metabolite, an antibacterial agent and an antineoplastic agent. It is a carbopolycyclic compound, a glycoside, a member of pyrans, a carbohydrate-containing antibiotic, a member of phenols, an enol, a benzoate ester, a member of p-quinones and a tertiary alpha-hydroxy ketone. It derives from a 3,6-dimethylsalicylic acid.